8,9-difluoro-1-(methylamino)-1,5-dihydro-2H-thiopyrano[3,4-c]Isoquinolin-6(4H)-one FC=1C(=CC=2C3=C(NC(C2C1)=O)CSCC3NC)F